O-{(γ-(dimethylamino)propyl)aminocarbonyl}benzoic acid CN(CCCNC(=O)OC(C1=CC=CC=C1)=O)C